[Zn].SCC=1NC=CN1 2-mercaptomethylimidazole zinc salt